(1-((3-aminophenyl)sulfonyl)azetidin-3-yl)(4-(7-fluoroquinolin-4-yl)piperazin-1-yl)methanone NC=1C=C(C=CC1)S(=O)(=O)N1CC(C1)C(=O)N1CCN(CC1)C1=CC=NC2=CC(=CC=C12)F